C[C@@H]1N(CC1)C1=NC(=CC(=N1)N1C[C@H]2C([C@H]2C1)CS(=O)O)C(F)(F)F ((1R,5S,6S)-3-(2-((S)-2-methylazetidin-1-yl)-6-(trifluoromethyl)pyrimidin-4-yl)-3-azabicyclo[3.1.0]hex-6-yl)methanesulfinic acid